BrC1=CC2=C(S1)C1=CC=3C(C4=C(SC(=C4)Br)C3C=C1C2(CCCCCCCCCCCCCCCC)CCCCCCCCCCCCCCCC)(CCCCCCCCCCCCCCCC)CCCCCCCCCCCCCCCC 2,7-Dibromo-4,9-dihydro-4,4,9,9-tetrahexadecyl-s-indaceno[1,2-b:5,6-b']-dithiophene